(2R,5S)-N-(4-cyano-2,5-difluorophenyl)-3-(4-cyano-3-(trifluoromethyl)phenyl)-2-(trifluoromethyl)oxazolidine-5-carboxamide C(#N)C1=CC(=C(C=C1F)NC(=O)[C@@H]1CN([C@H](O1)C(F)(F)F)C1=CC(=C(C=C1)C#N)C(F)(F)F)F